S1C[C@@H](NCCC1)C(=O)N Hexahydro-1,4-Thiazepine-3(S)-Carboxamide